C(C)(C)(C)C1=NN(C(=C1)NC(=O)NC1=C(C=C(C=C1)OC1=CC=NC=2NC(C=NC21)=O)C)C2=CC=CC=C2 1-(3-(tert-butyl)-1-phenyl-1H-pyrazol-5-yl)-3-(2-methyl-4-((3-keto-3,4-dihydropyrido[2,3-b]pyrazin-8-yl)oxy)phenyl)urea